C(C)(C)(C)OC(=O)N[C@@H](C(C#N)NC1=C(C(=O)OC)C=CC=C1)CC1=CNC2=CC=CC=C12 methyl 2-(((2R)-2-((tert-butoxycarbonyl)amino)-1-cyano-3-(1H-indol-3-yl)propyl)amino)-benzoate